N[C@H](CN[C@@H](C1=CC=2N(N=C1)C=C(N2)[C@H](C2CCC(CC2)(F)F)NC(OC(C)(C)C)=O)C2CC2)CC(F)(F)F |o1:1| tert-Butyl ((S)-(7-((R)-(((S*)-2-amino-4,4,4-trifluorobutyl)amino)(cyclopropyl)methyl)imidazo[1,2-b]pyridazin-2-yl)(4,4-difluorocyclohexyl)methyl)carbamate